Hexane-6-carboxylic acid CCCCCCC(=O)O